C[C@]1(C[C@]2(CN(C(O2)=O)C2=NC=CC=C2C(F)(F)F)CCC1)CN1C=NC2=C1C=C(C=C2)C#N 1-(((5s,7s)-7-methyl-2-oxo-3-(3-(trifluoromethyl)pyridin-2-yl)-1-oxa-3-azaspiro[4.5]decan-7-yl)methyl)-1H-benzo[d]imidazole-6-carbonitrile